C(C1=CC=CC=C1)N1[C@@H]2CC[C@H]([C@H](C1)OC=1C=C(C=CC1)C)C2 (1R,4R,5S)-2-benzyl-4-(m-tolyloxy)-2-azabicyclo[3.2.1]octane